C(C1=CC=CC=C1)OC1=C(C(=CC=C1)NC1=CC(=C(C=C1)F)C)C#CCC(C)(O)C 5-[2-benzyloxy-6-(4-fluoro-3-methyl-anilino)phenyl]-2-methyl-pent-4-yn-2-ol